4-(4-tert.-Butylphenyl)-5-[4-[(3S)-1-(3-fluoropropyl)pyrrolidin-3-yl]oxyphenyl]-2,3-dihydro-1-benzothiepin-8-ol C(C)(C)(C)C1=CC=C(C=C1)C=1CCSC2=C(C1C1=CC=C(C=C1)O[C@@H]1CN(CC1)CCCF)C=CC(=C2)O